N(=C=S)C=1C=C(OC[C@@H]2N(CCCC2)C)C=C(C1)C(F)(F)F (R)-2-((3-isothiocyanato-5-(trifluoromethyl)phenoxy)methyl)-1-methylpiperidine